OC1=CC=C(C=C1)C1(C2C3CCCC3C1CC2)C2=CC=C(C=C2)O 5-bis(4-hydroxyphenyl)hexahydro-4,7-methyleneindane